C(C)N1C=NN(C1=O)C1=C(C=C(C(=C1)O[C@H](C(F)(F)F)C)C(NC1=C(C=CC=C1C)F)=O)F 4-Ethyl-1-(2-fluoro-4-[(2-fluoro-6-methylphenyl)carbamoyl]-5-{[(2S)-1,1,1-trifluoropropan-2-yl]oxy}phenyl)-5-oxo-4,5-dihydro-1H-1,2,4-triazol